2-[2-(2-Benzyloxyethoxy)ethoxy]ethyl 4-methylbenzene-sulfonate CC1=CC=C(C=C1)S(=O)(=O)OCCOCCOCCOCC1=CC=CC=C1